ClC=1C(=NC(=CC1)OC)OC1CCC2(CNC2)CC1 7-((3-Chloro-6-methoxypyridin-2-yl)oxy)-2-azaspiro[3.5]nonan